1-((2E,6E)-11,11-difluoro-3,7-dimethylundec-2,6,10-trien-1-yl)-3,4-dimethoxy-2,5-bis(methoxymethoxy)-6-methylbenzene FC(=CCC/C(=C/CC/C(=C/CC1=C(C(=C(C(=C1C)OCOC)OC)OC)OCOC)/C)/C)F